NC=1C=2N(C(=CN1)C)C(=NC2C2=C(C=C(C=C2)NC(C(O)C2=CC(=CC=C2)Cl)=O)C)C N-(4-(8-amino-3,5-dimethylimidazo[1,5-a]pyrazin-1-yl)-3-methylphenyl)-2-(3-chlorophenyl)-2-hydroxyacetamide